NC1=NC2=C(C=3N1N=C(N3)C=3OC=CC3)C=NN2[C@](C(=O)NC2CCC(CC2)(C)O)(C)C2=CC=CC=C2 (R)-2-(5-amino-2-(furan-2-yl)-7H-pyrazolo[4,3-e][1,2,4]triazolo[1,5-c]pyrimidin-7-yl)-(trans)-N-(4-hydroxy-4-methylcyclohexyl)-2-phenylpropanamide